N-[(1-Butylpyrrolidin-2-yl)methyl]-4-cyano-1-methoxynaphthalin-2-carboxamid C(CCC)N1C(CCC1)CNC(=O)C1=C(C2=CC=CC=C2C(=C1)C#N)OC